FC1=CC=C(C=C1)C=1N=CN(C1C=1C=C2C=C(C=NC2=CC1)C#CC(C)(O)C)C1(CC1)C 4-(6-(4-(4-fluorophenyl)-1-(1-methylcyclopropyl)-1H-imidazol-5-yl)quinolin-3-yl)-2-methylbut-3-yn-2-ol